C(C)(=O)N1CCC(CC1)CN1N=C2C3=C(CCC2=C1)OC(=C3C(F)(F)F)C(=O)NC[C@H]3OCCC3 2-[(1-Acetylpiperidin-4-yl)methyl]-N-{[(2S)-oxolan-2-yl]methyl}-8-(trifluoromethyl)-4,5-dihydro-2H-furo[2,3-g]indazol-7-carboxamid